CC1(OB(OC1(C)C)C1=CC=C(C=C1)[C@]12CNC[C@@H]2C1)C (1S,5R)-1-(4-(4,4,5,5-tetramethyl-1,3,2-dioxaborolan-2-yl)phenyl)-3-azabicyclo[3.1.0]hexane